C(C)(C)(C)OC(=O)N1[C@H](C[C@@H](C2=CC=CC=C12)N)C (2S,4S)-4-amino-2-methyl-3,4-dihydro-2H-quinoline-1-carboxylic acid tert-butyl ester